2-(4-Methylpentan-2-yl)-5-pentylbenzene-1,3-diol CC(CC(C)C1=C(C=C(C=C1O)CCCCC)O)C